FC1(CC1)C(=O)O 1-fluorocyclopropane-1-carboxylic acid